C[C@@H]1OC[C@@H](N(C1)CCN1C(C(=C(C2=CC=CN=C12)O)C(=O)NC1CCC(CC1)C)=O)C 1-(2-((2S,5S)-2,5-dimethylmorpholino)ethyl)-4-hydroxy-N-((1s,4R)-4-methylcyclohexyl)-2-oxo-1,2-dihydro-1,8-naphthyridine-3-carboxamide